(3-bromo-4-(2,4-difluorophenoxy)phenyl)propan-2-ol BrC=1C=C(C=CC1OC1=C(C=C(C=C1)F)F)CC(C)O